N1N=C(C=C1)CC=O 2-(1H-pyrazol-3-yl)ethan-1-one